tetraisopropoxytin(IV) C(C)(C)O[Sn](OC(C)C)(OC(C)C)OC(C)C